N1=C(C=CC=C1)C(C)(C)N1C[C@@](CC1)(CNC1(COC1)C(F)(F)F)CCC1=CC=C(C#N)C=C1 (S)-4-(2-(1-(2-(pyridin-2-yl)propan-2-yl)-3-(((3-(trifluoromethyl)oxetan-3-yl)amino)methyl)pyrrolidin-3-yl)ethyl)benzonitrile